FC1=C(C=CC=C1)C1=CC(N(C=C1)C[C@@H]1CCN(CC12CCCC2)C(=O)N2[C@@H](C[C@@H](CC2)NC)C2=CC=CC=C2)=O 4-(2-fluorophenyl)-1-(((R)-7-((2s,4R)-4-(methylamino)-2-phenylpiperidine-1-carbonyl)-7-azaspiro[4.5]dec-10-yl)methyl)pyridin-2(1H)-one